3-(((4-fluorobenzoyl)oxy)(6-fluoropyridine-3-carbonyl)amino)benzamide FC1=CC=C(C(=O)ON(C=2C=C(C(=O)N)C=CC2)C(=O)C=2C=NC(=CC2)F)C=C1